3-(2-aminopyrimidin-5-yl)-9-(1-((4-fluoro-2-(1-methyl-1H-1,2,3-triazol-4-yl)phenyl)amino)ethyl)-4,7-dimethylimidazo[1,5-a]quinazolin-5(4H)-one NC1=NC=C(C=N1)C=1N=CN2C1N(C(C1=CC(=CC(=C21)C(C)NC2=C(C=C(C=C2)F)C=2N=NN(C2)C)C)=O)C